F[C@@]1([C@@](O[C@@H]([C@H]1O)CO)(N1C(=O)N=C(N)C=C1)OP(=O)([O-])[O-])O 2'-fluorocytidine-Yl-phosphate